2-amino-4-ethoxy-6-mercaptopyridine-3,5-dicarbonitrile NC1=NC(=C(C(=C1C#N)OCC)C#N)S